FC1=C(CN2C(C(=CC=3C2=NC=CN3)C3CCN(CC3)C3=C(C=CC=C3)C(F)(F)F)=O)C=CC=C1 5-(2-fluorobenzyl)-7-(1-(2-(trifluoromethyl)phenyl)piperidin-4-yl)pyrido[2,3-b]pyrazin-6(5H)-one